tert-butyl N-[4-(3,4-dihydro-2H-1,4-benzoxazin-8-yl)cyclohexyl]-N-methyl-carbamate O1CCNC2=C1C(=CC=C2)C2CCC(CC2)N(C(OC(C)(C)C)=O)C